C(#N)C1(CC1)NS(=O)(=O)C=1C=C(C=2N(C1)C(=CN2)C=2SC(=NN2)C(F)F)N(CCN(C(C(C)C)=O)C)C N-(2-((6-(N-(1-cyanocyclopropyl)sulfamoyl)-3-(5-(difluoromethyl)-1,3,4-thiadiazol-2-yl)imidazo[1,2-a]pyridin-8-yl)(methyl)amino)ethyl)-N-methylisobutyramide